O(C1=CC=CC=C1)C1=CC=C(C=C1)NC(NC1=CC(=NC=C1)C(=O)O)=O 4-(3-(4-Phenoxyphenyl)ureido)picolinic acid